(S)-3-methylindole CC1=CNC2=CC=CC=C12